1-(2-{3-oxo-2h,3h-[1,2,4]triazolo[4,3-a]pyridin-8-yl}acetyl)pyrrolidine-2-carboxamide O=C1NN=C2N1C=CC=C2CC(=O)N2C(CCC2)C(=O)N